C(C(O)C)(=O)O.CN(C1C(N(C(C1)=O)[C@@H](C(=O)NCC1=C(C=CC=C1)F)C)=O)C (2R)-2-(3-(dimethylamino)-2,5-dioxopyrrolidin-1-yl)-N-(2-fluorobenzyl)propanamide lactate